C(C1=CC=CC=C1)(=O)[O-].C[NH+]1[C@@H](CCC1)C=1C(=NC=CC1)C (2S)-1-methyl-2-(2-methylpyridin-3-yl)pyrrolidin-1-ium benzoate